O=C1N(CCC(N1)=O)C=1C(=C(C=CC1)C1=CC=C(C=C1)C=O)C 3'-(2,4-dioxotetrahydropyrimidin-1(2H)-yl)-2'-methyl-[1,1'-biphenyl]-4-carbaldehyde